OC[C@H](C1=CC=CC=C1)NC1=NC(=NC=C1C)NC=1C=C2C(NC(C2=CC1)=O)(C)C (S)-5-((4-((2-hydroxy-1-phenylethyl)amino)-5-methylpyrimidin-2-yl)amino)-3,3-dimethylisoindol-1-one